OC1(CN(CC1)C(=O)OCCCC)C1=NC(=CC=C1)C(F)(F)F Butyl 3-hydroxy-3-(6-(trifluoromethyl)pyridin-2-yl)pyrrolidine-1-carboxylate